C(C(=C)C)(=O)OCCC[Si](OCC)(OCC)OCC Gamma-methacryloyloxypropyltriethoxysilane